CN(C)CCCN=C=N (dimethylaminopropyl)carbodiimide